6-(3-amino-5-fluoro-6-(4-(4-isopropylpiperazin-1-yl)phenyl)pyrazin-2-yl)-3,4-dihydroisoquinolin-1(2H)-one NC=1C(=NC(=C(N1)F)C1=CC=C(C=C1)N1CCN(CC1)C(C)C)C=1C=C2CCNC(C2=CC1)=O